NC1=NN2C(C(=CC(=C2)C=2C=NN(C2)C(C=2C=NC(=CC2)C(F)(F)F)C2CCNCC2)C(=O)N[C@@H](C)CC)=N1 2-Amino-N-[(2S)-butan-2-yl]-6-(1-{piperidin-4-yl[6-(trifluoromethyl)pyridin-3-yl]methyl}-1H-pyrazol-4-yl)[1,2,4]triazolo[1,5-a]pyridine-8-carboxamide